3,4-dihydro-quinazoline-4-yl-acetic acid N1=CNC(C2=CC=CC=C12)CC(=O)O